4-[4-(5-Chloro-1,3-benzoxazol-2-yl)piperidin-1-yl]-1-methyl-2-oxo-1,2-dihydroquinoline-3-carbonitrile ClC=1C=CC2=C(N=C(O2)C2CCN(CC2)C2=C(C(N(C3=CC=CC=C23)C)=O)C#N)C1